4-bromo-2-(prop-2-yl)benzenesulfonamide acetate C(C)(=O)O.BrC1=CC(=C(C=C1)S(=O)(=O)N)C(C)C